rac-(2R,3R)-8-(4-((tert-Butyldimethylsilyl)oxy)butyl)-8-azaspiro[4.5]decane-2,3-diol [Si](C)(C)(C(C)(C)C)OCCCCN1CCC2(C[C@H]([C@@H](C2)O)O)CC1 |r|